(S)-5-methyl-4-oxo-2-phenyl-1,2,3,3a,4,5-hexahydroimidazo[1,5-a]quinoxaline-8-carbonitrile CN1C([C@H]2N(C3=CC(=CC=C13)C#N)CN(C2)C2=CC=CC=C2)=O